COC(CC)=O.OC1=CC=CC=C1 Para-hydroxybenzene methyl-propionate